Mercury-zinc oxide [O-2].[Zn+2].[Hg+]